[K].C(CCC)C1(CS(C2=C(N(C1)C1=CC=CC=C1)C=C(C(=C2)OCC(=O)N[C@@H](C(=O)NCC(=O)O)C2=CC=CC=C2)SC)(=O)=O)CCCC N-{(2R)-2-[({[3,3-dibutyl-7-(methylthio)-1,1-dioxo-5-phenyl-2,3,4,5-tetrahydro-1,5-benzothiazepine-8-yl]Oxy}acetyl)amino]-2-phenylacetyl}glycine potassium